1-bromo-4-(tert-butyl)benzene BrC1=CC=C(C=C1)C(C)(C)C